F[C@H]1CN(CC[C@@H]1NC=1C=2C=C(N(C2C=CC1)CC(F)(F)F)C#CCNC1=C(C=C(C=C1)S(=O)(=O)C)OC)C N-((3S,4S)-3-fluoro-1-methylpiperidin-4-yl)-2-(3-((2-methoxy-4-(methylsulfonyl)phenyl)amino)prop-1-yn-1-yl)-1-(2,2,2-trifluoroethyl)-1H-indol-4-amine